F[B-](F)(F)F.CN1CCC(CC1)=O N-methyl-4-piperidone tetrafluoroborate salt